1-piperidinecarboxylic acid ethyl ester C(C)OC(=O)N1CCCCC1